3-(7,7-difluoro-3-((2-(hydroxymethyl)oxetan-2-yl)carbamoyl)-4,5,6,7-tetrahydro-1H-indazol-1-yl)pyrazine 1-oxide FC1(CCCC=2C(=NN(C12)C=1C=[N+](C=CN1)[O-])C(NC1(OCC1)CO)=O)F